C(C)(C)(C)OC(N[C@H]1CNC(C1)=O)=O.COCC1CCC(CC1)=O 4-(methoxy-methyl)cyclohexanone tert-butyl-N-[(3R)-5-oxopyrrolidin-3-yl]carbamate